BrC=1C=C(C=C2CCN(CC12)C(=O)OC(C)(C)C)OC tert-Butyl 8-bromo-6-methoxy-3,4-dihydroisoquinoline-2(1H)-carboxylate